2,2-dimethyl-3-[4-(trifluoromethyl)phenyl]propanoate CC(C(=O)[O-])(CC1=CC=C(C=C1)C(F)(F)F)C